N-(2-chloro-3-((3,5-dimethyl-4-oxo-3,4-dihydroquinazolin-6-yl)amino)-4-fluorophenyl)-1-cyclopropylmethanesulfonamide ClC1=C(C=CC(=C1NC=1C(=C2C(N(C=NC2=CC1)C)=O)C)F)NS(=O)(=O)CC1CC1